ClC=1C=CC(=C(C1)C1=NN(C=C1NC(=O)C=1C=NN2C1N=CC=C2)CC(=O)N2C[C@H](CC2)NC(OC(C)(C)C)=O)OC (S)-tert-butyl 1-(2-(3-(5-chloro-2-methoxyphenyl)-4-(pyrazolo[1,5-a]pyrimidine-3-carboxamido)-1H-pyrazol-1-yl)acetyl)pyrrolidin-3-ylcarbamate